FC1(CCN(CC1)C1=CC(=NC2=CC=C(C=C12)CCCCCC)N(CC(=O)O)C)F 2-{[4-(4,4-difluoropiperidin-1-yl)-6-hexylquinolin-2-yl](methyl)amino}acetic acid